ClC1=CC=C(C2=C1SC=C2C(=O)OC(C)(C)C)C=C tert-butyl 7-chloro-4-vinylbenzo[b]thiophene-3-carboxylate